N=1N=CN2C=NC(=CC21)OC2=C(C=C(C=C2)C2(NC=NC1=CC=C(C=C21)I)N)C 4-(4-([1,2,4]Triazolo[4,3-c]Pyrimidin-7-yloxy)-3-methylphenyl)-6-iodo-quinazolin-4-amine